tert-Butyl (3R,5S)-3-[[5-(4-cyano-2-hydroxy-6-methyl-phenyl)oxazolo[4,5-b]pyridin-2-yl]amino]-5-hydroxy-piperidine-1-carboxylate C(#N)C1=CC(=C(C(=C1)C)C1=CC=C2C(=N1)N=C(O2)N[C@H]2CN(C[C@H](C2)O)C(=O)OC(C)(C)C)O